N-(4-(4-amino-5-(4-(pyrrolidine-1-carbonyl)phenyl)-5H-pyrrolo[3,2-d]pyrimidin-6-yl)phenyl)acrylamide NC=1C2=C(N=CN1)C=C(N2C2=CC=C(C=C2)C(=O)N2CCCC2)C2=CC=C(C=C2)NC(C=C)=O